2-(perfluorohexyl)ethyl α-chloroacrylate ClC(C(=O)OCCC(C(C(C(C(C(F)(F)F)(F)F)(F)F)(F)F)(F)F)(F)F)=C